N-(4-(1-(10H-phenothiazin-2-yl)vinyl)phenyl)acetamide 1H-2,7-naphthyridine-2-carboxylate C1N(C=CC2=CC=NC=C12)C(=O)O.C1=C(C=CC=2SC3=CC=CC=C3NC12)C(=C)C1=CC=C(C=C1)NC(C)=O